N-BocHydroxylamine C(=O)(OC(C)(C)C)NO